3-(Fmoc-amino)bromopropane C(=O)(OCC1C2=CC=CC=C2C2=CC=CC=C12)NCCCBr